perfluoroDecyltrichlorosilane FC(C(C(C(C(C(C(C(C(C(F)(F)F)(F)F)(F)F)(F)F)(F)F)(F)F)(F)F)(F)F)(F)F)([Si](Cl)(Cl)Cl)F